D-glucopyranosyl-lactic acid C1([C@H](O)[C@@H](O)[C@H](O)[C@H](O1)CO)C(C(=O)O)(O)C